CC1=NOC2=C1C(NN=C2)=O 3-methyl-5H-isoxazolo[4,5-d]pyridazin-4-one